C(=C)CCCCCCCCOCCCCCCCCCC[Si](OCC)(OCC)OCC 8-vinyloctyloxydecyltriethoxysilane